phenyl {4-[5-(2-methoxyl-ethoxyl)-benzimidazol-1-yl]-phenyl}-carbamate O(C)CCOC1=CC2=C(N(C=N2)C2=CC=C(C=C2)NC(OC2=CC=CC=C2)=O)C=C1